OCC1(CCO1)NC(=O)C=1N(N=C2C=CC(=CC12)OCC1=CC=NN1C)C N-[4-(hydroxymethyl)oxetan-4-yl]-2-methyl-5-[(1-methyl-1H-pyrazol-5-yl)methoxy]-2H-indazole-3-carboxamide